[Cl-].[Zn+4].[Cl-].[Cl-].[Cl-] Zinc (IV) chloride